3-methyl-5-(trifluoromethyl)-1H-pyrazole-4-carboxylic acid methyl ester COC(=O)C=1C(=NNC1C(F)(F)F)C